OC1=C(C(=CC(=C1C(=O)C1=CC=CC=C1)O)O)C(=O)C1=CC=CC=C1 (2,4,6-trihydroxy-1,3-phenylene)bis(phenylmethanone)